5-methoxy-2-[4-(methoxymethyl)-4-methylpiperidin-1-yl]aniline COC=1C=CC(=C(N)C1)N1CCC(CC1)(C)COC